N-((3R,4S)-3-((((1s,4S)-4-phenylcyclohexyl)oxy)methyl)-1-((S)-1-phenylethyl)piperidin-4-yl)methanesulfonamide C1(=CC=CC=C1)C1CCC(CC1)OC[C@@H]1CN(CC[C@@H]1NS(=O)(=O)C)[C@@H](C)C1=CC=CC=C1